2-((3'-chloro-2-methyl-1'H,2H-[3,4'-bipyrazol]-1'-yl)methyl)benzonitrile ClC1=NN(C=C1C=1N(N=CC1)C)CC1=C(C#N)C=CC=C1